C(C)OC(=O)C1=C(N=C(S1)NC1=NC(=CC(=N1)N1CCN(CC1)O)N1CCOCC1)C 4-methyl-2-[4-(4-hydroxypiperazin-1-yl)-6-morpholin-4-yl-pyrimidin-2-ylamino]-thiazole-5-carboxylic acid ethyl ester